(6Z,9Z)-6,9-DODECADIEN-1-YNE C#CCCC\C=C/C\C=C/CC